CN1N=NC(=C1)C1=CC=C2C(=CNC2=C1)C([C@H](C1=CC=CC=C1)NCCC1=CC=C(C(=O)N)C=C1)=O |r| (S)- and (R)-4-(2-((2-(6-(1-methyl-1H-1,2,3-triazol-4-yl)-1H-indol-3-yl)-2-oxo-1-phenylethyl)amino)eth-yl)benzamide